C(C)N(C1=C(C=CC=C1)C)C1=CC=C(C=C1)C1=NN(C(=C1)C)COCC[Si](C)(C)C N-ethyl-2-methyl-N-(4-(5-methyl-1-((2-(trimethylsilyl)ethoxy)methyl)-1H-pyrazol-3-yl)phenyl)aniline